methyl 2-(4-chlorobenzyl)-4,4-dimethyl-3-carbonylvalerate ClC1=CC=C(CC(C(=O)OC)C(C(C)(C)C)=C=O)C=C1